1-(benzo[d]thiazol-2-yl)-4-(4-(cyclopentyloxy)-3-methoxyphenyl)-6-oxo-4,5,6,7-tetrahydro-1H-pyrazolo[3,4-b]pyridin-3-yl trifluoromethanesulfonate FC(S(=O)(=O)OC1=NN(C=2NC(CC(C21)C2=CC(=C(C=C2)OC2CCCC2)OC)=O)C=2SC1=C(N2)C=CC=C1)(F)F